Ethyl (S)-3-(5-bromo-2-chlorophenyl)-3-((tert-butoxycarbonyl)amino)propanoate BrC=1C=CC(=C(C1)[C@H](CC(=O)OCC)NC(=O)OC(C)(C)C)Cl